N1=C(C=NC=C1)[C@@H]1CC[C@H]2OC3(C(N21)=O)CC(C3)OCC=3SC=CC3 (5'S,7a'R)-5'-(pyrazin-2-yl)-3-(thiophen-2-ylmethoxy)tetrahydro-3'H-spiro[cyclobutane-1,2'-pyrrolo[2,1-b]oxazol]-3'-one